6-chloro-4-isopropylquinolin-3-amine ClC=1C=C2C(=C(C=NC2=CC1)N)C(C)C